2,7-dichloro-8-fluoro-4-(3-(methylsulfonyl)azocan-1-yl)pyrido[4,3-d]pyrimidine ClC=1N=C(C2=C(N1)C(=C(N=C2)Cl)F)N2CC(CCCCC2)S(=O)(=O)C